(R,S) or (S,S)-4-(1-(difluoromethoxy)ethyl)-N'-((1,2,3,5,6,7-hexahydro-s-indacen-4-yl)carbamoyl)benzenesulfonimidamide FC(O[C@@H](C)C1=CC=C(C=C1)[S@@](=O)(N)=NC(NC1=C2CCCC2=CC=2CCCC12)=O)F |o1:11|